5-((2-(4-((3-(2-hydroxyethoxy)benzyl)amino)butoxy)ethyl)amino)benzo[c][2,6]naphthyridine-8-carboxamide OCCOC=1C=C(CNCCCCOCCNC2=NC3=C(C4=CN=CC=C24)C=CC(=C3)C(=O)N)C=CC1